FC(S(=O)(=O)OC1=CC=C(C=C1)OC=1C2=C([Se]C1C1=CC=C(C=C1)OC)C=C(C=C2)OC)(F)F 4-((6-methoxy-2-(4-methoxyphenyl)benzo[b]selenophen-3-yl)oxy)phenyl trifluoromethanesulfonate